C(#N)C1=C(C=CC=C1)[C@H]([C@H](C)C=1N(C(C(=C(N1)C(=O)NC=1C=NOC1)O)=O)C)N1N=CC=C1C 2-((1S,2S)-1-(2-cyanophenyl)-1-(5-methyl-1H-pyrazol-1-yl)propan-2-yl)-5-hydroxy-N-(isoxazol-4-yl)-1-methyl-6-oxo-1,6-dihydropyrimidine-4-carboxamide